C1=CC(=CC=2C3=CC=CC=C3NC12)CNCCCN1C=NC=C1 N-((9H-carbazol-3-yl)methyl)-3-(1H-imidazol-1-yl)propylamine